OCC1=CN=C(O1)[C@@]1(C[C@H](CC1)NS(=O)(=O)C)COC1CCC(CC1)C1=CC(=CC=C1)O N-((1S,3S)-3-(5-(hydroxymethyl)oxazol-2-yl)-3-((((1s,4R)-4-(3-hydroxyphenyl)cyclohexyl)oxy)methyl)cyclopentyl)methanesulfonamide